BrC1=C(C=C(C=C1)C1=NC(=NO1)N1[C@H]2CC(C[C@@H]1CC2)OCC=2C(=NOC2C2CC2)C2=C(C=CC=C2Cl)Cl)OC 5-(4-bromo-3-methoxyphenyl)-3-((1R,3r,5S)-3-((5-cyclopropyl-3-(2,6-dichlorophenyl)isoxazol-4-yl)methoxy)-8-azabicyclo[3.2.1]oct-8-yl)-1,2,4-oxadiazole